1,2-bishexadecoyl-sn-glycero-3-phosphoethanolamine C(CCCCCCCCCCCCCCC)(=O)OC[C@@H](OC(CCCCCCCCCCCCCCC)=O)COP(=O)(O)OCCN